(3-amino-6-(7-methyl-1,2,3,5,6,10b-hexahydropyrrolo[2,1-a]isoquinolin-9-yl)pyrazin-2-yl)-N,N-dimethyl-1H-pyrazole-4-carboxamide NC=1C(=NC(=CN1)C1=CC(=C2CCN3C(C2=C1)CCC3)C)N3N=CC(=C3)C(=O)N(C)C